2-(1,1-dioxidotetrahydrothiophen-3-yl)-N-(3-fluorophenyl)-N-({5-[5-(trifluoromethyl)-1,2,4-oxadiazol-3-yl]pyridin-2-yl}methyl)acetamide O=S1(CC(CC1)CC(=O)N(CC1=NC=C(C=C1)C1=NOC(=N1)C(F)(F)F)C1=CC(=CC=C1)F)=O